vinyl-(4-thiomethyl-phenyl)methanol C(=C)SCC1=CC=C(C=C1)CO